7-methyl-2-((7-methylcinnolin-6-yl)amino)-9-(tetrahydro-2H-pyran-4-yl)-7,9-dihydro-8H-purin-8-one CN1C(N(C2=NC(=NC=C12)NC=1C=C2C=CN=NC2=CC1C)C1CCOCC1)=O